CN(C(=O)NC=1C=NC=C(C1)C(F)(F)F)C1CC2(CN(C2)C(=O)C=2C3=C(N=CN2)C=CS3)C1 1-methyl-1-(2-(thieno[3,2-d]pyrimidine-4-carbonyl)-2-azaspiro[3.3]heptan-6-yl)-3-(5-(trifluoromethyl)pyridin-3-yl)urea